3,3-Dimethyl-N-{2-methyl-4-[(2-phenylpyrimidin-5-ylmethyl)-amino]-phenyl}-butyramide CC(CC(=O)NC1=C(C=C(C=C1)NCC=1C=NC(=NC1)C1=CC=CC=C1)C)(C)C